(3S,4R)-3-fluoro-1-(4-((5-((S)-1-hydroxypropan-2-yl)-8-((R)-2-methylazetidin-1-yl)isoquinolin-3-yl)amino)pyrimidin-2-yl)-3-methylpiperidin-4-ol F[C@]1(CN(CC[C@H]1O)C1=NC=CC(=N1)NC=1N=CC2=C(C=CC(=C2C1)[C@@H](CO)C)N1[C@@H](CC1)C)C